4-chloro-6-(1-ethoxyvinyl)pyrimidine-5-amine ClC1=NC=NC(=C1N)C(=C)OCC